3-bromo-5-(2,2-dimethylpropylsulfonyl)pyridin-2-amine BrC=1C(=NC=C(C1)S(=O)(=O)CC(C)(C)C)N